C(C(C)C)N1CCN(CC1)C1=C(C=C(C=N1)CC1=NN2C(C(=N1)N)=NC=C2)C (6-(4-isobutylpiperazin-1-yl)-5-methylpyridin-3-ylmethyl)imidazo[2,1-f][1,2,4]triazin-4-amine